1-[3-[5-(3-aminopropoxy)-1-tetrahydropyran-2-yl-indazol-3-yl]-5-fluoro-phenyl]ethanol NCCCOC=1C=C2C(=NN(C2=CC1)C1OCCCC1)C=1C=C(C=C(C1)F)C(C)O